ClC1=CC2=C(C(C3=C(N(S2(=O)=O)C)C=CC=C3)NCCCCC)C=C1 3-Chloro-6-methyl-11-(pentylamino)-6,11-dihydrodibenzo[c,f][1,2]thiazepine 5,5-dioxide